FCCCN(CCC(C(=O)O)NC1=C2C(=NC=N1)N(N=C2)C)CCCCC2=NC=1NCCCC1C=C2 4-((3-fluoropropyl)(4-(5,6,7,8-tetrahydro-1,8-naphthyridin-2-yl)butyl)amino)-2-((1-methyl-1H-pyrazolo[3,4-d]pyrimidin-4-yl)amino)butanoic acid